C[C@H]1CN(CC[C@@H]1NC(=O)C1=CC(=CC=2N(C=NC21)CC(F)(F)F)C#CCNC=2C(OC)=CC(=C(C2)C(NC)=O)F)C2CC1(COC1)C2 N-{(3S,4S)-3-methyl-1-(2-oxa-6-spiro[3.3]heptyl)-4-piperidyl}-6-{3-[4-(N-methylcarbamoyl)-5-fluoro-2-anisidino]-1-propynyl}-1-(2,2,2-trifluoroethyl)-1H-1,3-benzimidazole-4-carboxamide